CC=1C(CC(C(C1)C)C)CCO 2-(2,4,5-tri-methylcyclohex-2-en-1-yl)ethan-1-ol